Dipyridineamine copper [Cu].N1=C(C=CC=C1)N.N1=C(C=CC=C1)N